N-(4-fluoro-5-(((2S,4R)-2-methyl-4-((5-methylpyrazin-2-yl)oxy)pyrrolidin-1-yl)methyl)thiazol-2-yl)acetamide FC=1N=C(SC1CN1[C@H](C[C@H](C1)OC1=NC=C(N=C1)C)C)NC(C)=O